1-(2-(pyridin-3-yl)-7,8,9,10-tetrahydro-6H-cyclohepta[b]quinolin-11-yl)pyrrolidin-3-amine hydrochloride Cl.N1=CC(=CC=C1)C=1C=C2C(=C3C(=NC2=CC1)CCCCC3)N3CC(CC3)N